N-((3S,4S)-4-(3-chlorophenyl)-1-(imidazo[1,5-a]pyridine-8-carbonyl)piperidin-3-yl)-1H-benzo[d]imidazole-2-carboxamide ClC=1C=C(C=CC1)[C@H]1[C@@H](CN(CC1)C(=O)C=1C=2N(C=CC1)C=NC2)NC(=O)C2=NC1=C(N2)C=CC=C1